FC(S(=O)(=O)OC1=C(C=CC=C1[N+](=O)[O-])C1=NC=C(C=N1)F)(F)F 2-(5-Fluoropyrimidin-2-yl)-6-nitrophenyl trifluoromethanesulfonate